NC=1C=CC(=NC1)OC1=CC=C(C=C1)C(C(F)(F)F)(C(F)(F)F)C1=CC=C(C=C1)OC1=NC=C(C=C1)N 2,2-bis[4-(5-amino-2-pyridyloxy)phenyl]hexafluoropropane